C(C)(C)(C)OC(=O)N1C[C@H](CC1)NC1=C2C=CC=NC2=C(C=C1)C(NC1=CC=CC=C1)=O (S)-3-((8-(phenylcarbamoyl)quinolin-5-yl)amino)pyrrolidine-1-carboxylic acid tert-butyl ester